P(O)(O)O.P(O)(O)O.C(C)(C)(C)C1=C(C(=CC(=C1)C(C)(C)C)C(C)(C)C)C(O)(C(CO)(CO)CO)C1=C(C=C(C=C1C(C)(C)C)C(C)(C)C)C(C)(C)C bis(2,4,6-tri-tert-butylphenyl)pentaerythritol bisphosphite